O=C1C(=CN(C2=NC=CC=C12)C1=C(C=C(C=C1F)F)F)C(=O)NC(C)C(C(F)(F)F)(F)F 4-oxo-N-[3,3,4,4,4-pentafluorobutan-2-yl]-1-(2,4,6-trifluorophenyl)-1,4-dihydro-1,8-naphthyridine-3-carboxamide